COCCN1N=CC(=C1)C1(NC=NC=C1)N 4-(1-(2-methoxyethyl)-1H-pyrazol-4-yl)-4-pyrimidinamine